N=1N=CC2=CNCCCC21 6,8-dihydro-5H-pyrazolo[4,3-c]azepine